Cl.Cl.FC1(CN(CCC1N)C)F 3,3-difluoro-1-methylpiperidin-4-amine dihydrochloride